1-(3,5-dichloro-4-hydroxyphenyl)ethan-1-one ClC=1C=C(C=C(C1O)Cl)C(C)=O